dibenzoselenophenyl-(diphenyltriazinyl)biphenyl C1(=CC=CC=2[Se]C3=C(C21)C=CC=C3)C=3C(=C(C=CC3)C3=CC=CC=C3)C3=NN=NC(=C3C3=CC=CC=C3)C3=CC=CC=C3